hexahydropyrrolo[3,4-c]Pyrrole-2(1H)-carboxylic acid tert-butyl ester C(C)(C)(C)OC(=O)N1CC2CNCC2C1